ONCC1=CC=C(NC2=CC=C(C=C2)OC2=CC=CC=C2)C=C1 4-((hydroxyamino)methyl)-N-(4-phenoxyphenyl)aniline